methyl 4-[(6-methyl-2-pyridyl)sulfanyl]benzoate CC1=CC=CC(=N1)SC1=CC=C(C(=O)OC)C=C1